C1(=C(C=CC=C1)SCC)C ethyl (2-tolyl) sulfide